C(C)C1=CC(=C(C=C1)C=1C2=CC=C(N2)C(=C2C=CC(C(=C3C=CC(=C(C=4C=CC1N4)Br)N3)C3=C(C=C(C=C3)CC)C(=O)O)=N2)Br)C(=O)O 5,15-bis(4-ethylcarboxyphenyl)-10,20-dibromoporphine